N4-(3-isopropylsulfonyl-1-methyl-1H-pyrazol-4-yl)5-(trifluoromethyl)pyrimidin-2,4-diamine C(C)(C)S(=O)(=O)C1=NN(C=C1NC1=NC(=NC=C1C(F)(F)F)N)C